ClC1=CC=CC(=N1)CC[C@@H](C)[C@H]1CC[C@H]2[C@@H]3CC=C4C[C@H](CC[C@@]4([C@H]3CC[C@]12C)C)O (3S,8S,9S,10R,13R,14S,17R)-17-((R)-4-(6-chloropyridin-2-yl)butan-2-yl)-10,13-dimethyl-2,3,4,7,8,9,10,11,12,13,14,15,16,17-tetradecahydro-1H-cyclopenta[a]phenanthren-3-ol